FC1=CC=C(C=C1)C1=CC=C(S1)C([O-])=S 5-(4-fluorophenyl)thiophene-2-carbothioate